molybdenum oxy chloride O(Cl)Cl.[Mo]